C(C)(C)(C)OC(=O)N1C[C@H](CC1)[C@@H](C(=O)OC(C)(C)C)CC1=CC(=CC=C1)N1C(N(CC1)C1=CC(=CC=C1)OCC1=CC=CC=C1)=O (3R)-3-[(1S)-1-[[3-[3-(3-benzyloxyphenyl)-2-oxo-imidazolidin-1-yl]phenyl]methyl]-2-tert-butoxy-2-oxo-ethyl]pyrrolidine-1-carboxylic acid tert-butyl ester